NC(C(=O)[O-])C(C1=CC=CC=C1)NC(=O)OC(C)(C)C 2-amino-3-(tert-butoxycarbonylamino)-3-phenyl-propanoate